CC1=NC(=CC=C1CN1CC(CC1)(C1OCCC1)CCC1=CC=CC=C1)C 2,6-dimethyl-3-((3-phenethyl-3-(tetrahydrofuran-2-yl)pyrrolidin-1-yl)methyl)pyridine